aminotriazole C1=NNC(=N1)N